FC=1C=CC(=C2CN(C(C12)=O)C1CNCCC1)SCCCCCCC(N1CCCCC1)=O 3-(7-fluoro-1-oxo-4-((7-oxo-7-(piperidin-1-yl)heptyl)thio)isoindolin-2-yl)piperidine